OC=1C=C(C=NC1)C1=CC=C(C2=CC=CC=C12)CN1CCNCC1 4-[[4-(5-Hydroxypyridin-3-yl)naphthalen-1-yl]methyl]piperazin